C1(CC1)CNC1=NC=NC2=CC=C(C=C12)C=1C=CC=2N(C1)C=C(N2)C2=CC=CC=C2 N-(cyclopropylmethyl)-6-(2-phenylimidazo[1,2-a]pyridin-6-yl)quinazolin-4-amine